N,N-dimethyl-2-[5-(5-methyl-2-piperidyl)benzothiophen-3-Yl]Ethanamine CN(CCC1=CSC2=C1C=C(C=C2)C2NCC(CC2)C)C